ClC1=C(OC=2C(=C(C=NC2)O)C)C=CC(=C1)C 5-(2-chloro-4-methyl-phenoxy)-4-methyl-pyridin-3-ol